C(C)(C)(C)N(C([O-])=O)[C@H](COC1=C(C(=CC=C1)CCCC1=CC2=C(N(C(N2C)=O)C2C(NC(CC2)=O)=O)C=C1)Cl)CCC(N)=O.C12=CC=C(N1)C=C1C=CC(=N1)C=C1C=CC(N1)=CC=1C=CC(N1)=C2.[Co+2].C(C)(C)(C)N(C([O-])=O)[C@H](COC2=C(C(=CC=C2)CCCC2=CC1=C(N(C(N1C)=O)C1C(NC(CC1)=O)=O)C=C2)Cl)CCC(N)=O Cobalt(II) porphyrin tert-butyl-N-[(2S)-4-carbamoyl-1-(2-chloro-3-{3-[1-(2,6-dioxopiperidin-3-yl)-3-methyl-2-oxo-1,3-benzodiazol-5-yl]propyl}phenoxy)butan-2-yl]carbamate